5-Cyano-6-trifluoromethylpyridin-3-yl 3-[4-(4-chloro-3,5-difluorophenyl)-1H-1,2,3-triazol-1-yl]-3-deoxy-2-O-methyl-1-thio-α-D-galactopyranoside ClC1=C(C=C(C=C1F)C=1N=NN(C1)[C@@H]1[C@H]([C@@H](SC=2C=NC(=C(C2)C#N)C(F)(F)F)O[C@@H]([C@@H]1O)CO)OC)F